ClC1=C(C(=C(C#N)C(=C1)N1C2(CC2)CCC1)C1=C(C=NN1C)I)F 4-Chloro-3-fluoro-2-(4-iodo-1-methyl-1H-pyrazol-5-yl)-6-(4-azaspiro[2.4]heptan-4-yl)benzonitrile